FC(C(=O)N1CC2=NN(C=C2C1)C1=C(C=C(C(=C1)OC)[N+](=O)[O-])C=1C=NN(C1)C)(F)F 2,2,2-trifluoro-1-(2-(5-methoxy-2-(1-Methyl-1H-pyrazol-4-yl)-4-nitrophenyl)-2,6-dihydropyrrolo[3,4-c]pyrazol-5(4H)-yl)ethane-1-one